ClC1=C(OC(C(=O)N[C@@H]2[C@H](CNCC2)C)(F)F)C=CC=C1 2-(2-chlorophenoxy)-2,2-difluoro-N-((3S,4S)-3-methylpiperidin-4-yl)acetamide